(S)-(2-(3-(3-chloropyridin-2-yloxy)pyrrolidin-1-yl)-5-(p-tolyloxy)phenyl)methanol ClC=1C(=NC=CC1)O[C@@H]1CN(CC1)C1=C(C=C(C=C1)OC1=CC=C(C=C1)C)CO